ClC=1N=C(C2=C(N1)N=C(C(=C2)C)C)[C@@H]2C[C@H](C2)C(F)(F)F 2-chloro-6,7-dimethyl-4-(trans-3-(trifluoromethyl)cyclobutyl)pyrido[2,3-d]pyrimidine